ClC1=C(C=CC(=C1)Cl)[C@@H](C)N (R)-1-(2,4-dichlorophenyl)ethylamine